ClC1=C(C(=CC=C1)Cl)N1C(OC2=C(C1=O)C=NC(=N2)NC2=CC=C(C=C2)N2CCNCC2)(C)C 3-(2,6-Dichlorophenyl)-2,2-dimethyl-7-((4-(piperazin-1-yl)phenyl)amino)-2,3-dihydro-4H-pyrimido[5,4-e][1,3]oxazin-4-one